6-(1-fluorocyclopentyl)-N4-(2,3,5,6-tetrafluorophenyl)-1,3,5-triazine-2,4-diamine FC1(CCCC1)C1=NC(=NC(=N1)N)NC1=C(C(=CC(=C1F)F)F)F